(ethylene) rhodium chloride [Rh](Cl)(Cl)Cl.C=C